(S)-2-(3-(2-(dimethylamino) ethyl)-4-methyl-6-oxopyridazin-1(6H)-yl)-4-methylpentanoate CN(CCC1=NN(C(C=C1C)=O)[C@H](C(=O)[O-])CC(C)C)C